BrC1=CC2=C(C=3N(C(=N2)NC2=CC(=CC=C2)Cl)CC(N3)C)N=C1 8-Bromo-N-(3-chlorophenyl)-2-methyl-2,3-dihydroimidazo[1,2-c]pyrido[2,3-e]pyrimidin-5-amine